FC(C1=CC=C(C(=N1)C)N1CCN(CC1)CN1C(C(=NC2=C(C=CC=C12)F)C)=O)F ((4-(6-(difluoromethyl)-2-methylpyridin-3-yl)piperazin-1-yl)methyl)-5-fluoro-3-methylquinoxalin-2(1H)-one